C(C)(C)(C)OC(=O)N1[C@@](CCC1)(C)C(N(C)OC)=O.FC1=CC=C(C=C1)C=1SC(=CC1)CC1=C(C=CC(=C1)Br)C |r| (4-fluorophenyl)-5-[(5-bromo-2-methylphenyl)methyl]thiophene rac-tert-butyl-2-[methoxy(methyl)carbamoyl]-2-methylpyrrolidine-1-carboxylate